NC1=C(C(=CC=C1C#N)C1=NN=CN1C)C1=CC=CC=C1 amino-6-(4-methyl-1,2,4-triazol-3-yl)-[1,1'-biphenyl]-3-carbonitrile